C(#N)C1(CC1)C1=C(C=NC=2NC3=C(C=C(C=C3C21)F)N(C(OC(C)(C)C)=O)C)C=2C=NC(=NC2)OC tert-butyl (4-(1-cyanocyclopropyl)-6-fluoro-3-(2-methoxypyrimidin-5-yl)-9H-pyrido[2,3-b]indol-8-yl)(methyl)carbamate